rac-(1R)-1-[6-[5-[(6-methylpyridazin-3-yl)amino]benzimidazol-1-yl]-2-[3-methyl-1-(2,2,2-trifluoroethyl)pyrazol-4-yl]-3-pyridyl]ethanol CC1=CC=C(N=N1)NC1=CC2=C(N(C=N2)C2=CC=C(C(=N2)C=2C(=NN(C2)CC(F)(F)F)C)[C@@H](C)O)C=C1 |r|